NCCN(CCN)CCCCCCCCCCCC N,N-bis(2-aminoethyl)dodecylamine